FC=1C=2CCCC2C(=C2CCCC12)NC(=O)N=[S@](=O)(NC)C=1SC=C(C1)C(C)(C)O (S)-N'-((8-fluoro-1,2,3,5,6,7-hexahydro-s-indacen-4-yl)carbamoyl)-4-(2-hydroxypropan-2-yl)-N-methylthiophene-2-sulfonimidamide